CC(C(=O)OCCC(=C)C)(C)C 3-Methyl-3-buten-1-yl 2,2-dimethylpropanoat